CC1=CC=CC=2OC3=CC(=CC=C3C(C12)NC(=O)C=1C(NC(=CC1)C)=O)C N-(1,6-dimethyl-9H-xanthen-9-yl)-6-methyl-2-oxo-1,2-dihydropyridine-3-carboxamide